COC(=O)C=1C=CC=C2CCN(CC12)C1=NC(=NC=C1F)C1=NN(C(=C1)C1=NOC=C1)CC1=C(C=CC=C1)F 2-(5-fluoro-2-(1-(2-fluorobenzyl)-5-(isoxazol-3-yl)-1H-pyrazol-3-yl)pyrimidin-4-yl)-1,2,3,4-tetrahydroisoquinoline-8-carboxylic acid methyl ester